CC1=CC2=C(C(=C1)O)C(=O)C3=C(C2=O)C=CC=C3O[C@H]4[C@@H]([C@H]([C@@H]([C@H](O4)CO)O)O)O The molecule is a beta-D-glucoside in which the aglycone species is chrysophanol, the glycosidic linkage being to the hydroxy group at C-8. It is a beta-D-glucoside and a monohydroxyanthraquinone. It derives from a chrysophanol.